2-chloro-1-(chloromethyl)-4-(trifluoromethyl)benzene ClC1=C(C=CC(=C1)C(F)(F)F)CCl